BrC1=CC=C(C=C1)C(C(=O)O)CCC(N)=O 2-(4-bromophenyl)-4-carbamoylbutanoic acid